Ethyl 2-((8R,10R)-7-((2S,3S)-2-azido-3-methylpentanoyl)-8-isopropyl-12,12,13,13-tetramethyl-1-(4-nitrophenyl)-2,6,11-trioxa-7-aza-12-silatetradecan-10-yl)thiazole-4-carboxylate N(=[N+]=[N-])[C@H](C(=O)N(OCCCOCC1=CC=C(C=C1)[N+](=O)[O-])[C@H](C[C@@H](O[Si](C(C)(C)C)(C)C)C=1SC=C(N1)C(=O)OCC)C(C)C)[C@H](CC)C